2-(5-chloro-2-methylphenoxy)-1-(4-(5-(trifluoromethyl)-1,2,4-oxadiazol-3-yl)phenyl)ethan-1-one ClC=1C=CC(=C(OCC(=O)C2=CC=C(C=C2)C2=NOC(=N2)C(F)(F)F)C1)C